3-(2-(5-(4-hydroxybenzylidene)-3-(4-tert-butylphenyl)-4-oxothiazolidin-2-ylidene)hydrazono)-5-bromoindol-2-one OC1=CC=C(C=C2C(N(C(S2)=NN=C2C(NC3=CC=C(C=C23)Br)=O)C2=CC=C(C=C2)C(C)(C)C)=O)C=C1